bis[2-(4-aminophenyl)ethyl]hexylamine NC1=CC=C(C=C1)CCN(CCCCCC)CCC1=CC=C(C=C1)N